3-(2-methoxyphenoxy)propane-1,2-diol COC1=C(OCC(CO)O)C=CC=C1